O=C1N(CCC(N1)=O)C1=NN(C2=CC(=C(C=C12)F)N1CCC(CC1)CC(=O)O)C 2-[1-[3-(2,4-dioxohexahydropyrimidin-1-yl)-5-fluoro-1-methyl-indazol-6-yl]-4-piperidyl]acetic acid